1-(((S)-10-hydroxy-7-((S)-4,4,4-trifluoro-2-(hydroxymethyl)butanoyl)-7-azaspiro[4.5]decan-10-yl)methyl)-4-phenyl-5-(piperazine-1-carbonyl)pyridin-2(1H)-one O[C@]1(CCN(CC12CCCC2)C([C@@H](CC(F)(F)F)CO)=O)CN2C(C=C(C(=C2)C(=O)N2CCNCC2)C2=CC=CC=C2)=O